amino-imidazole-carboxamide NC=1N=C(NC1)C(=O)N